FC(C1(CNCCC1)NC(OC(C)(C)C)=O)(F)F tert-butyl (3-(trifluoromethyl)piperidin-3-yl)carbamate